C(C)(=O)OC1=CC=C(C=C1)C=1N=C2N(C=C(C=C2C2=CC=C(C=C2)C(C)=O)C2=CC(=CC(=C2)OC)OC)C1 4-(8-(4-acetylphenyl)-6-(3,5-dimethoxyphenyl)imidazo[1,2-a]pyridin-2-yl)phenyl acetate